BrC1=CC=C2C(=N1)SC(=N2)N 5-bromothiazolo[5,4-b]pyridin-2-amine